2-chloro-6-fluoro-N-(3-methylpent-2-en-1-ylidene)aniline ClC1=C(N=CC=C(CC)C)C(=CC=C1)F